[Si](C)(C)(C(C)(C)C)OCC(=O)NC=1C=2C3=C(N(C2C(=C(C1)Cl)Cl)C(F)F)CCNC([C@H]3C)=O (S)-2-((tert-Butyldimethylsilyl)oxy)-N-(7,8-dichloro-6-(difluoromethyl)-1-methyl-2-oxo-1,2,3,4,5,6-hexahydroazepino[4,5-b]indol-10-yl)acetamide